COC1=C(CN(C2=NC=NC=3N2N=CC3C(C3=C(C=NC(=C3)C3=CC(=C(C=C3)F)F)N3CC(CCC3)(C3=NC=CC=C3)NC(OC)=O)O)CC3=C(C=C(C=C3)OC)OC)C=CC(=C1)OC methyl (1-(4-((4-(bis(2,4-dimethoxybenzyl)amino)pyrazolo[1,5-a][1,3,5]triazin-8-yl)(hydroxy)methyl)-6-(3,4-difluorophenyl)pyridin-3-yl)-3-(pyridin-2-yl)piperidin-3-yl)carbamate